n-ethyl-4-[5-[1-(2-hydroxyethyl)pyrazol-4-yl]benzimidazol-1-yl]-2,6-dimethoxy-benzamide C(C)NC(C1=C(C=C(C=C1OC)N1C=NC2=C1C=CC(=C2)C=2C=NN(C2)CCO)OC)=O